2-((3-phenyl-1,2,4-oxadiazol-5-yl)methyl)-6-(2-(2,2,2-trifluoroethoxy)pyrimidin-5-yl)pyridazin-3(2H)-one C1(=CC=CC=C1)C1=NOC(=N1)CN1N=C(C=CC1=O)C=1C=NC(=NC1)OCC(F)(F)F